(4S,5R)-5-Hydroxy-4-methylheptan-3-one O[C@@H]([C@@H](C(CC)=O)C)CC